O=C(CO\N=C(/CCCC)\C1=CC=C(C=C1)C(F)(F)F)NCCN (E)-1-[4-(trifluoromethyl)phenyl]pentan-1-one-oxo-{2-[(2-aminoethyl)amino]ethyl} oxime